3-(piperidin-1-yl)-1-propanol N1(CCCCC1)CCCO